NCC1=CC(=C(C(=C1)C(C)(C)C)O)C(C)(C)C 4-(aminomethyl)-2,6-di-t-butylphenol